Mercury(II) Carbonate C([O-])([O-])=O.[Hg+2]